tetramethyl-1,2,4,5-benzenetetracarboxylic acid COC(=O)C1=C(C=C(C(=C1)C(=O)OC)C(=O)OC)C(=O)OC